((1R,5S,6s)-6-((4-(2-amino-1-hydroxypropan-2-yl)-6-(4-fluorophenyl)pyridin-2-yl)oxy)-3-azabicyclo[3.1.0]hexan-3-yl)(1-methyl-3-(thiazol-4-yl)-1H-pyrazol-5-yl)methanone NC(CO)(C)C1=CC(=NC(=C1)C1=CC=C(C=C1)F)OC1[C@@H]2CN(C[C@H]12)C(=O)C1=CC(=NN1C)C=1N=CSC1